1'-(tert-butyl) 3-ethyl (3'S)-2-oxo-[1,3'-bipyrrolidine]-1',3-dicarboxylate O=C1N(CCC1C(=O)OCC)[C@@H]1CN(CC1)C(=O)OC(C)(C)C